tert-butyl 4-((6-(2-allyl-6-(methylthio)-3-oxo-2,3-dihydro-1H-pyrazolo[3,4-d]pyrimidin-1-yl)pyridin-2-yl)oxy)-2-methylpiperidine-1-carboxylate C(C=C)N1N(C2=NC(=NC=C2C1=O)SC)C1=CC=CC(=N1)OC1CC(N(CC1)C(=O)OC(C)(C)C)C